2-Amino-N-[1-(4-{[2-amino-4-(pentylamino)-5H-pyrrolo[3,2-d]pyrimidin-5-yl]methyl}-3-methoxyphenyl)-2,5,8,11-tetraoxatridecan-13-yl]acetamide NCC(=O)NCCOCCOCCOCCOCC1=CC(=C(C=C1)CN1C=CC=2N=C(N=C(C21)NCCCCC)N)OC